C1(=CCCC=C1)C1=CC=C(C=C1)C(\C=C\C1=CC=C(C=C1)OC1OCCCC1)=O (E)-1-(4-Cyclohexa-1,5-dien-1-ylphenyl)-3-[4-(oxan-2-yloxy)phenyl]prop-2-en-1-one